N-(2-hydroxyethyl)-4-(2-((tetrahydro-2H-pyran-4-yl)methyl)-2H-tetrazol-5-yl)benzenesulfonamide OCCNS(=O)(=O)C1=CC=C(C=C1)C=1N=NN(N1)CC1CCOCC1